(6-Phenylpyridin-3-yl)methanamine C1(=CC=CC=C1)C1=CC=C(C=N1)CN